5-bromo-2-methyl-2H-1,2,3-triazol BrC=1C=NN(N1)C